O1C=CC2=C1C=CC=C2NC(OC(C)(C)C)=O tert-butyl N-(1-benzofuran-4-yl)carbamate